α-keto-isovalerate O=C(C(=O)[O-])C(C)C